ClC1=C(CNC2=NC=CC(=N2)C2=NC=CC(=N2)C#CC=2C=C3C=NN(C3=CC2)C(=O)OC(C)(C)C)C(=CC=C1)F tert-butyl 5-((2'-((2-chloro-6-fluorobenzyl)amino)-[2,4'-bipyrimidin]-4-yl)ethynyl)-1H-indazole-1-carboxylate